1-(4-chlorophenyl)-2-diazo-ethanone ClC1=CC=C(C=C1)C(C=[N+]=[N-])=O